methyl-(gamma-aminopropyl)diethoxysilane C[Si](OCC)(OCC)CCCN